((3S)-1-(3-chloropyridin-2-yl)-3-methoxycyclopentyl)methylamine ClC=1C(=NC=CC1)C1(C[C@H](CC1)OC)CN